OC[C@H]1NCC[C@H](C1)O (2S,4R)-2-(hydroxymethyl)piperidin-4-ol